NCC1=CC=C(O1)C(=O)O 5-(AMINOMETHYL)-2-FUROIC ACID